N1C=NC(=C1)C(NC1=CC=C(C=C1)OC)C1=CC=CC=C1 N-((1H-imidazol-4-yl)(phenyl)methyl)-4-methoxyaniline